dinitroplatinum sulfate S(=O)(=O)([O-])[O-].[N+](=O)([O-])[Pt+2][N+](=O)[O-]